CC(CC1=CC=C(C=C1)SC)(C)N1CCOCC1 2-methyl-1-[4-(methylthio)-phenyl]-2-morpholinopropan